ClC1=C(C=CC(=C1)CN(C(OC(C)(C)C)=O)C1CC(C1)C=O)C1=CC=CC=C1 Tert-butyl ((2-chloro-[1,1'-biphenyl]-4-yl)methyl)(3-formylcyclobutyl)carbamate